(2s,5r)-4-((4-fluorophenyl)(3-fluoropyridin-2-yl)methyl)-2,5-dimethylpiperazine-1-carboxylic acid tert-butyl ester C(C)(C)(C)OC(=O)N1[C@H](CN([C@@H](C1)C)C(C1=NC=CC=C1F)C1=CC=C(C=C1)F)C